N1(CC2(CCC1)OCC1=C2C=CC=C1)C(=O)C1=COC=2N=CN=C(C21)N 5-({3H-spiro[2-benzofuran-1,3'-piperidine]-1'-yl}carbonyl)furo[2,3-d]pyrimidin-4-amine